ethyl-hexyl lactate C(C(O)C)(=O)OC(CCCCC)CC